(M)-3-chloro-4-((4-fluoropyridin-3-yl)methoxy)-6''-(2-hydroxypropan-2-yl)-5',6-dimethyl-2H-[1,4':2',2''-terpyridin]-2-one ClC=1C(N(C(=CC1OCC=1C=NC=CC1F)C)C1=CC(=NC=C1C)C1=NC(=CC=C1)C(C)(C)O)=O